5-(piperidin-4-ylmethyl)pyridin-2-amine N1CCC(CC1)CC=1C=CC(=NC1)N